(E)-3-{6-[(e)-1-(4-methylphenyl)-3-pyrrolidin-1-yl-prop-1-enyl]pyridin-2-yl}prop-2-enoic acid CC1=CC=C(C=C1)/C(=C\CN1CCCC1)/C1=CC=CC(=N1)/C=C/C(=O)O